bicyclo[2.2.2]octa-5-ene-2,3-dione C12C(C(C(C=C1)CC2)=O)=O